6-Isopropyl-3-(5-isopropyl-1H-pyrazole-3-carbonyl)-4-methyl-5-phenylpyrazolo[1,5-a]pyrimidin-7(4H)-one Ethyl-2-benzoyl-3-methylbutanoate C(C)OC(C(C(C)C)C(C1=CC=CC=C1)=O)=O.C(C)(C)C1=C(N(C=2N(C1=O)N=CC2C(=O)C2=NNC(=C2)C(C)C)C)C2=CC=CC=C2